3-methyl-3-hydroxyhexanoic acid CC(CC(=O)O)(CCC)O